C(C)(C)(C)C=1C=C(C=C(C1O)C)CCCOP1OC2=C(C3=C(O1)C(=CC(=C3)C(C)(C)C)C(C)(C)C)C=C(C=C2C(C)(C)C)C(C)(C)C 6-[3-(3-t-butyl-4-hydroxy-5-methylphenyl)propoxy]-2,4,8,10-tetra-t-Butyldibenz[d,f][1,3,2]dioxaphosphepine